5-(5-((7-fluoro-2-methyl-5-oxo-5,6-dihydroimidazo[1,2-c]quinazolin-8-yl)methyl)-5,6-dihydropyrrolo[3,4-c]pyrazol-2(4H)-yl)-N-methylpicolinamide FC1=C(C=CC=2C=3N(C(NC12)=O)C=C(N3)C)CN3CC1=NN(C=C1C3)C=3C=CC(=NC3)C(=O)NC